C(C)(=O)OCC1=C(C=CC(=N1)/C=C/C(=O)OCC)C (E)-Ethyl 3-(6-(acetoxymethyl)-5-methylpyridin-2-yl)acrylate